O=C1N(C=CC(N1)=O)C1=CC=C(C=C1)C1CCN(CC1)C(=O)OC(C)(C)C tert-Butyl 4-(4-(2,4-dioxo-3,4-dihydropyrimidin-1(2H)-yl)phenyl)piperidine-1-carboxylate